C1(CC1)C(=O)NC1=NC=CC(=C1)OC1=C(C=C(C=C1)NC(=O)C=1N=CN(C1)C1=C(C=CC=C1)F)F N-(4-{[2-(cyclopropanecarboxamido)pyridine-4-yl]Oxy}-3-fluorophenyl)-1-(2-fluorophenyl)-1H-imidazole-4-carboxamide